2-amino-4-(4-((5-methoxy-7-methyl-1H-indol-4-yl)methyl)-1-methyl-1,4-diazepan-5-yl)benzoic acid NC1=C(C(=O)O)C=CC(=C1)C1N(CCN(CC1)C)CC1=C2C=CNC2=C(C=C1OC)C